(Z)-N-((2-(2,6-dioxopiperidin-3-yl)-1-oxoisoindolin-5-yl)methyl)-1-(2-(4-(1-(4-hydroxyphenyl)-2-phenylbut-1-en-1-yl)phenoxy)ethyl)piperidine-4-carboxamide O=C1NC(CCC1N1C(C2=CC=C(C=C2C1)CNC(=O)C1CCN(CC1)CCOC1=CC=C(C=C1)\C(=C(\CC)/C1=CC=CC=C1)\C1=CC=C(C=C1)O)=O)=O